2-(4-methylphenoxy)-N-(2-methylmercaptoethyl)-N-(2-pyridyl)acetamide CC1=CC=C(OCC(=O)N(C2=NC=CC=C2)CCSC)C=C1